[2-(3-amino-1-piperidinyl)-4-phenyl-cyclopentyloxy]benzonitrile NC1CN(CCC1)C1C(CC(C1)C1=CC=CC=C1)OC1=C(C#N)C=CC=C1